C(CCCCCCCCCCCCCCC(C)C)(=O)[O-].[Zr+4].C(CCCCCCCCCCCCCCC(C)C)(=O)[O-].C(CCCCCCCCCCCCCCC(C)C)(=O)[O-].C(CCCCCCCCCCCCCCC(C)C)(=O)[O-] zirconium isostearate